C(C1=CC=CC=C1)N1C[C@@H](CC1)NS(=O)(=O)C=1C=NC(=CC1)N1CCC(CC1)OC (R)-N-(1-Benzylpyrrolidin-3-yl)-6-(4-methoxypiperidin-1-yl)pyridine-3-sulfonamide